4'-tert-butyl-3-hydroxybenzophenone C(C)(C)(C)C1=CC=C(C=C1)C(C1=CC(=CC=C1)O)=O